3-ethyl-6-methoxy-2,5-dimethylbenzoic acid C(C)C=1C(=C(C(=O)O)C(=C(C1)C)OC)C